COC=1C(=CC(=C(C1)NC1=CC=2OCC(NC2N=C1)=O)C)N1CCC(CC1)C(F)(F)F 7-((5-methoxy-2-methyl-4-(4-(trifluoromethyl)piperidin-1-yl)phenyl)amino)-2H-pyrido[3,2-b][1,4]oxazin-3(4H)-one